(S)-2-(((tert-butyldimethylsilyl)oxy)methyl)-3-methyl-5-oxo-5,6-dihydropyridine-1(2H)-carboxylic acid tert-butyl ester C(C)(C)(C)OC(=O)N1[C@@H](C(=CC(C1)=O)C)CO[Si](C)(C)C(C)(C)C